(2R,3R)-3-isopropyl-1-tritylaziridine-2-carboxylic acid C(C)(C)[C@@H]1[C@@H](N1C(C1=CC=CC=C1)(C1=CC=CC=C1)C1=CC=CC=C1)C(=O)O